C1(=CC=C(C=C1)C[C@@H](CO)N)C1=CC=CC=C1 (S)-3-([1,1'-biphenyl]-4-yl)-2-amino-1-propanol